BrC1=CC=CC(=N1)[C@H]([C@@H](C1=CC(=CC=C1)OC)O)NC(OC(C)(C)C)=O tert-butyl (1R,2R)-1-(6-bromopyridin-2-yl)-2-hydroxy-2-(3-methoxyphenyl)ethylcarbamate